ClC=1C=C(C=CC1F)NC1=NC=NC2=CC(=CC(=C12)O[C@@H](C)C1=NC=CC=N1)OC (S)-N-(3-chloro-4-fluorophenyl)-7-methoxy-5-(1-(pyrimidin-2-yl)ethoxy)quinazolin-4-amine